ClC1=CC=C(CNC(CNC(C)C=2SC(=CC2)I)=O)C=C1 N-(4-chlorobenzyl)-2-((1-(5-iodothiophen-2-yl)ethyl)amino)acetamide